4-(4-acetylpiperazine-1-carbonyl)benzoic acid C(C)(=O)N1CCN(CC1)C(=O)C1=CC=C(C(=O)O)C=C1